C(#N)C1=CC(=C(C=C1)NS(=O)(=O)C1=CNC(=C1)C1=CC=CC=C1)F N-(4-cyano-2-fluoro-phenyl)-5-phenyl-1H-pyrrole-3-sulfonamide